N1=C(C=CC=C1)C1=NNC=C1 Pyridinyl-pyrazole